C1(=CC=CC=C1)C=1C=CC(=C(C1)[SiH](C)C)C(\C=C\CC)=O (E)-5-phenyl-2-pentenoyl-phenyldimethylsilane